ClC=1C=C(C=C(C1)C#N)C(C)(C)C1=CC=C(OCC2=NC(=NC=C2)N2CCC3(CCN(CC3)CC3CN(CC3)C(=O)OC(C)(C)C)CC2)C=C1 tert-butyl 3-((9-(4-((4-(2-(3-chloro-5-cyanophenyl)propan-2-yl)phenoxy)methyl)pyrimidin-2-yl)-3,9-diazaspiro[5.5]undecan-3-yl)methyl)pyrrolidine-1-carboxylate